N-(2-(4-((2S,6R)-2,6-dimethylmorpholino)piperidine-1-yl)-5-((6-((R)-3-(2-fluoro-3-methylphenyl)isoxazolidine-2-yl)pyrimidine-4-yl)amino)-4-methoxyphenyl)acrylamide C[C@@H]1O[C@@H](CN(C1)C1CCN(CC1)C1=C(C=C(C(=C1)OC)NC1=NC=NC(=C1)N1OCC[C@@H]1C1=C(C(=CC=C1)C)F)NC(C=C)=O)C